N=1C=NN2C1C=C(C=C2)OC2=CC(=C(C=C2)NC2=NC=NC1=CC(=C(C=C21)OC2CCN(CC2)C(C=C)=O)OC)C(C)(C)O 1-(4-((4-((4-([1,2,4]triazolo[1,5-a]pyridin-7-yloxy)-2-(2-hydroxypropane-2-yl)phenyl)amino)-7-methoxyquinazolin-6-yl)oxy)piperidin-1-yl)prop-2-en-1-one